2'-(3-phenylureido)benzenesulfonanilide C1(=CC=CC=C1)NC(NC1=C(NS(=O)(=O)C2=CC=CC=C2)C=CC=C1)=O